(S)-N-(tert-butyldimethylsilyl)-6-methyl-6,7-dihydro-5H-pyrazolo[5,1-b][1,3]oxazine-3-sulfonamide [Si](C)(C)(C(C)(C)C)NS(=O)(=O)C=1C=NN2C1OC[C@H](C2)C